O1CC(CC1)OCC1=C(C=CC=C1)B(O)O (2-[(OXOLAN-3-YLOXY)METHYL]PHENYL)BORANEDIOL